N=1C=NN2C1C=C(C=C2)OC2=C(C=C(C=C2)NC2=NC=NN1C2=C(C=C1)C1CCN(CC1)C(\C=C\CN1C[C@H]([C@H](C1)OC)OC)=O)C (E)-1-(4-(4-((4-([1,2,4]triazolo[1,5-a]pyridin-7-yloxy)-3-methylphenyl)amino)pyrrolo[2,1-f][1,2,4]triazin-5-yl)piperidin-1-yl)-4-((3R,4S)-3,4-dimethoxypyrrolidin-1-yl)but-2-en-1-one